OCCOC=1C=CC=2C=3N(C(=NC2C1OC)C=C(C=1C=NC=CC1)O)CCN3 2-[8-(2-hydroxyethoxy)-7-methoxy-2,3-dihydroimidazo[1,2-c]quinazolin-5-yl]-1-pyridin-3-yl-vinyl alcohol